N-(3,5-dichloro-4-(2,6-dioxopiperidin-3-yl)benzyl)-2-(2,6-difluorophenyl)-2-methylpropanamide ClC=1C=C(CNC(C(C)(C)C2=C(C=CC=C2F)F)=O)C=C(C1C1C(NC(CC1)=O)=O)Cl